2-methyl 6-(2-(trimethylsilyl)ethyl) 3-(9-formyl-4,5-dihydrobenzo[b]thieno[2,3-d]oxepin-8-yl)pyridine-2,6-dicarboxylate C(=O)C1=CC2=C(OCCC3=C2SC=C3)C=C1C=1C(=NC(=CC1)C(=O)OCC[Si](C)(C)C)C(=O)OC